Cl.FC(OC1=CC=C(C=C1)C1=CN=C2N1C=CN=C2NC2=CC(=C(C(=O)N1CCN(CC1)C(=O)N[C@H]1CNCC1)C=C2)C)F 4-[4-[[3-[4-(difluoromethoxy)phenyl]imidazo[1,2-a]pyrazin-8-yl]amino]-2-methyl-benzoyl]-N-[(3R)-pyrrolidin-3-yl]piperazine-1-carboxamide hydrochloride